FC1=C(C(=O)OC)C=CC(=C1)C=1N(C=C(N1)C(F)(F)F)C(C)C methyl 2-fluoro-4-(1-isopropyl-4-(trifluoromethyl)-1H-imidazol-2-yl)benzoate